C(C=C)CC(CSOSCC(CCC=C)O)O allyl-2-hydroxypropylthio ether